OC=C(C=O)CC1=CC=C(C=C1)C α-(hydroxymethylene)-4-methylbenzylacetaldehyde